7-fluoro-6-[1-methyl-5-(trifluoromethyl)pyrazol-3-yl]-2-[[(1R,3S)-3-[[6-oxo-5-(trifluoromethyl)-1H-pyridazin-4-yl]amino]cyclohexyl]methyl]isoquinolin-1-one FC1=C(C=C2C=CN(C(C2=C1)=O)C[C@H]1C[C@H](CCC1)NC=1C=NNC(C1C(F)(F)F)=O)C1=NN(C(=C1)C(F)(F)F)C